N-(5-chloro-6-(2H-1,2,3-triazol-2-yl)pyridin-3-yl)-1-(1-methoxyisoquinolin-4-yl)-5-(trifluoromethyl)-1H-pyrazole-4-carboxamide ClC=1C=C(C=NC1N1N=CC=N1)NC(=O)C=1C=NN(C1C(F)(F)F)C1=CN=C(C2=CC=CC=C12)OC